ClOC(C(N)C1=CC=CC=C1)=O O-chloropHenylglycine